CC1(OC2=C(C1)C=C(C(=C2)C=2C=NN(C2)C)[N+](=O)[O-])C 4-(2,2-dimethyl-5-nitro-2,3-dihydrobenzofuran-6-yl)-1-methyl-1H-pyrazole